2-((S)-4-(4-chlorophenyl)-2,3,9-trimethyl-6H-thieno[3,2-f][1,2,4]triazolo[4,3-a][1,4]diazepin-6-yl)-N-((2-(2,6-dioxopiperidin-3-yl)-4-fluoro-1-oxoisoindolin-5-yl)methyl)acetamide ClC1=CC=C(C=C1)C1=N[C@H](C=2N(C3=C1C(=C(S3)C)C)C(=NN2)C)CC(=O)NCC=2C(=C3CN(C(C3=CC2)=O)C2C(NC(CC2)=O)=O)F